3-benzyl-5-iodo-2-methoxy-1,1'-biphenyl C(C1=CC=CC=C1)C=1C(=C(C=C(C1)I)C1=CC=CC=C1)OC